(±)-trans-5-(4-(4-(((Isopentyl(methyl)carbamoyl)oxy)methyl)-3-methylisoxazol-5-yl)phenoxy)tetrahydro-2H-pyran C(CC(C)C)N(C(=O)OCC=1C(=NOC1C1=CC=C(O[C@@H]2CCCOC2)C=C1)C)C |r|